O1C(CC1)CN1C=NC=2C1=NC(=CC2)C(=O)O 3-(oxetan-2-ylmethyl)-3H-imidazolo[4,5-b]pyridine-5-carboxylic acid